[Si](C)(C)(C(C)(C)C)OC=1C=C(C=CC1)[C@@]1(C(N(C1)C)=S)O (R,S)-3-(3-((tert-butyldimethylsilyl)oxy)phenyl)-3-hydroxy-1-methylazetidine-2-thione